FC(C1=NC=CC(=C1)C=1SC(=CN1)C=O)(F)F (2-(2-(trifluoromethyl)pyridin-4-yl)thiazol-5-yl)methanone